C(C1=CC=CC=C1)N1C(C=2NC(NC(C2CC1)=O)=O)(C)C 7-benzyl-8,8-dimethyl-5,6,7,8-tetrahydropyrido[3,4-d]pyrimidine-2,4(1H,3H)-dione